C(=O)(OC(C)(C)C)N(CCN)C N-Boc-N-methylethylene-diamine